BrC1=CC=C(C2=CC=CC=C12)CN1C(=CC2=CC=CC=C12)C(=O)O 1-(4-bromonaphthalen-1-yl)methyl-1H-indole-2-carboxylic acid